CC1=C(C(=O)C=2C=C3C=4C=C(C=CC4N(C3=CC2)CC)C(C)=NO)C=CC=C1 1-(6-o-methylbenzoyl-N-ethylcarbazol-3-yl)-ethanone oxime